NC=1N=NC(=CC1C1=CC=C(C=C1)C#CCCCC(=O)N[C@H](C(=O)N1[C@@H](C[C@H](C1)O)C(=O)N[C@@H](C)C1=CC=C(C=C1)C1=C(N=CS1)C)C(C)(C)C)Cl (2S,4R)-1-((S)-2-(6-(4-(3-amino-6-chloropyridazin-4-yl)phenyl)hex-5-ynamido)-3,3-dimethylbutanoyl)-4-hydroxy-N-((S)-1-(4-(4-methylthiazol-5-yl)phenyl)ethyl)pyrrolidine-2-carboxamide